C(CCCCCC)OC(CCCCCN(CCCCCCCCCCCCCC)CCC1CN(CCC1)C(CN(CCCCCCCCC)CCN(CCCCCCCCC)CCCCCCCCC)=O)=O Heptyl-6-((2-(1-(N-(2-(dinonylamino)ethyl)-N-nonylglycyl)piperidin-3-yl)ethyl)(tetradecyl)amino)hexanoate